3-(5-amino-7-methoxy-[1,2,4]triazolo[1,5-c]quinazolin-2-yl)propan-1-ol NC1=NC=2C(=CC=CC2C=2N1N=C(N2)CCCO)OC